(1S)-10-Camphorsulfonic acid [C@]12(C(=O)CC(CC1)C2(C)C)CS(=O)(=O)O